4-imino-1,4λ6-oxathiane 4-oxide hydrochloride Cl.N=S1(CCOCC1)=O